2-(1-methyl-1H-pyrazol-3-yl)-4,6-dichloropyrimidine-5-carbaldehyde CN1N=C(C=C1)C1=NC(=C(C(=N1)Cl)C=O)Cl